CC1OC(CN(C1)C1=CC=C(C(=N1)C)C1(CCC2(CC(C2)N)CC1)N)C 7-(6-(2,6-dimethylmorpholino)-2-methylpyridin-3-yl)spiro[3.5]nonane-2,7-diamine